α-methylene-β,β-dimethyl-γ-butyrolactone C=C1C(=O)OCC1(C)C